CN1N=CC(=C1)S(=O)(=O)NC1=NC(=C(C(=N1)OC1=CC=C(C=C1)N1CCN(CC1)C)C(C(F)(F)F)(F)F)C1=C(C=CC=C1)C 1-methyl-N-[4-[4-(4-methylpiperazin-1-yl)phenoxy]-6-(o-tolyl)-5-(1,1,2,2,2-pentafluoroethyl)pyrimidin-2-yl]pyrazole-4-sulfonamide